3-((3-(Trifluoromethoxy)benzyl)oxy)azetidine 2,2,2-trifluoroacetate FC(C(=O)O)(F)F.FC(OC=1C=C(COC2CNC2)C=CC1)(F)F